ClC1=CC=C(C=C1)C(CC1=CC=CC=C1)=O 1-(4-chlorophenyl)-2-phenylethanone